ClC1=CC(=C(C=C1)NC(OC(C)C)=O)C(N[C@H](C(C(=O)NC)=O)C[C@H]1C(NCC1)=O)=O isopropyl N-[4-chloro-2-[[(1S)-3-(methylamino)-2,3-dioxo-1-[[(3S)-2-oxopyrrolidin-3-yl]methyl]propyl]carbamoyl]phenyl]carbamate